2-((5-amino-1,3,4-thiadiazol-2-yl)thio)thiazole-5-carbonitrile NC1=NN=C(S1)SC=1SC(=CN1)C#N